(4-amino-6-methyl-5-(quinolin-3-yl)-7,8-dihydro-6H-cyclopenta[4,5]pyrrolo[2,1-f][1,2,4]triazin-7-yl)carbamic acid Tert-butyl ester C(C)(C)(C)OC(NC1CC2=C(C(=C3C(=NC=NN32)N)C=3C=NC2=CC=CC=C2C3)C1C)=O